amino-4-hydroxy-6-methylpyrimidine cobalt [Co].NC1=NC(=CC(=N1)O)C